N-(methanesulfonyl)-2-{4-[(propan-2-yl)(pyrazin-2-yl)amino]butoxy}acetamide CS(=O)(=O)NC(COCCCCN(C1=NC=CN=C1)C(C)C)=O